Isopentadecyl methacrylate C(C(=C)C)(=O)OCCCCCCCCCCCCC(C)C